3,3-dicyano-4-(thiophen-2-yl)-cyclopent-1-ene-1-carboxylic acid methyl ester COC(=O)C1=CC(C(C1)C=1SC=CC1)(C#N)C#N